3-(3-(N-(((1R,2R,3S,4R)-4-(4-chloro-7H-pyrrolo[2,3-d]pyrimidin-7-yl)-2,3-dihydroxycyclopentyl)methyl)-2-cyclohexylacetamido)prop-1-yn-1-yl)benzamide ClC=1C2=C(N=CN1)N(C=C2)[C@H]2[C@@H]([C@@H]([C@H](C2)CN(C(CC2CCCCC2)=O)CC#CC=2C=C(C(=O)N)C=CC2)O)O